OCCCC#CC1=C(C=CC=C1)C1=NN2C(COC3=C(C2)C=CC(=C3)NC(C)=O)=C1 N-(2-(2-(5-hydroxypent-1-yn-1-yl)phenyl)-4H,10H-benzo[f]pyrazolo[5,1-c][1,4]oxazepin-7-yl)acetamide